FC1=C(C=C(C=C1)C1=CC(=NO1)CN1C(=NC2=CC=CC=C2C1=O)CC(F)(F)F)OC 3-((5-(4-Fluoro-3-methoxyphenyl)isoxazol-3-yl)methyl)-2-(2,2,2-trifluoroethyl)quinazolin-4(3H)-one